(trans)-Ethyl 4-(2-chloro-3,4-difluorophenyl)-6-(4-(4-(1-ethoxy-2-methyl-1-oxopropan-2-yl)oxazol-2-yl)cyclohexyl)-2-(thiazol-2-yl)-1,4-dihydropyrimidine-5-carboxylate ClC1=C(C=CC(=C1F)F)C1N=C(NC(=C1C(=O)OCC)[C@@H]1CC[C@H](CC1)C=1OC=C(N1)C(C(=O)OCC)(C)C)C=1SC=CN1